2-(bromo(phenyl)methylene)-4-p-toluenesulfonyl-3,4-dihydro-2H-benzo[b][1,4]thiazine-1-oxide BrC(=C1CN(C2=C(S1=O)C=CC=C2)S(=O)(=O)C2=CC=C(C)C=C2)C2=CC=CC=C2